3,3'-sulfonylbis(benzenesulfonic acid) S(=O)(=O)(C=1C=C(C=CC1)S(=O)(=O)O)C=1C=C(C=CC1)S(=O)(=O)O